C(=O)OC=1C=2N(C=C(C1)C1CC1)C=C(N2)COC2=NC=NC(=C2)NCC=2C(=NC(=CC2C)N)C (2-(((6-(((6-amino-2,4-dimethylpyridin-3-yl) methyl) amino) pyrimidin-4-yl) oxy) methyl)-6-cyclopropylimidazo[1,2-a]pyridin-8-yl) methanoate